5-(3-(piperazin-1-yl)phenyl)pyrimidine 2-phenylethyl-3-phenylprop-2-enoate C1(=CC=CC=C1)CCOC(C=CC1=CC=CC=C1)=O.N1(CCNCC1)C=1C=C(C=CC1)C=1C=NC=NC1